N-((1S)-1-(5-((4-bromo-5-chloro-2,3-dihydro-1H-inden-2-yl)amino)pyridin-2-yl)-2,2,2-trifluoroethyl)-N-methyltetrahydro-2H-thiopyran-4-carboxamide 1,1-dioxide BrC1=C2CC(CC2=CC=C1Cl)NC=1C=CC(=NC1)[C@@H](C(F)(F)F)N(C(=O)C1CCS(CC1)(=O)=O)C